ClC=1C=C(C=CC1F)N(C(=O)[C@H]1N(C[C@H](C1)C#N)C(=O)OC(C)(C)C)C([2H])([2H])[2H] tert-butyl (2s,4s)-2-[(3-chloro-4-fluorophenyl) (methyl-d3) carbamoyl]-4-cyanopyrrolidine-1-carboxylate